[I-].[I-].C(C)[N+]1=CC=C(C=C1)C1=CC=[N+](C=C1)CC 1,1'-diethyl-4,4'-bipyridinium diiodide